tert-butyl N-[4-[5-[1-(2,6-dioxo-3-piperidyl)-3-methyl-2-oxo-benzimidazol-5-yl]pentylcarbamoyl]cyclohexyl]carbamate O=C1NC(CCC1N1C(N(C2=C1C=CC(=C2)CCCCCNC(=O)C2CCC(CC2)NC(OC(C)(C)C)=O)C)=O)=O